6-((4-methylpentan-2-yl)carbamoyl)picolinate CC(CC(C)NC(=O)C1=CC=CC(=N1)C(=O)[O-])C